1,4-bis[2-(3,4-dicarboxyphenyl)-2-propyl]benzene methyl-4-(3,4-difluoro-2-methoxyphenyl)-6,6-dimethyl-5,6-dihydro-2H-pyran-3-carboxylate COC(=O)C=1COC(CC1C1=C(C(=C(C=C1)F)F)OC)(C)C.C(=O)(O)C=1C=C(C=CC1C(=O)O)C(C)(C)C1=CC=C(C=C1)C(C)(C)C1=CC(=C(C=C1)C(=O)O)C(=O)O